N[C@@H](CCC(=O)O)C(=O)O.C(CCCCCCCCC)N(C(=O)CNCC(CO)O)CCCCCCCCCC didecyl-((2,3-dihydroxypropyl)aminomethyl-carboxamide) glutamate